Tert-butyl (1r,4r)-4-{[5-(2,6-dioxopiperidin-3-yl)pyrimidin-2-yl]oxy}cyclohexane-1-carboxylate O=C1NC(CCC1C=1C=NC(=NC1)OC1CCC(CC1)C(=O)OC(C)(C)C)=O